ClC1=C(C(=CC=C1)F)NC(=O)C1=CC(=C(C=C1O[C@H](C(F)(F)F)C)C=1N=C(N(C1)C)C(=O)N)F (S)-4-(4-((2-Chloro-6-fluorophenyl)carbamoyl)-2-fluoro-5-((1,1,1-trifluoropropan-2-yl)oxy)phenyl)-1-methyl-1H-imidazole-2-carboxamide